bis(tricyclopentyloxysilylpropyl) trisulfide C1(CCCC1)O[Si](OC1CCCC1)(OC1CCCC1)CCCSSSCCC[Si](OC1CCCC1)(OC1CCCC1)OC1CCCC1